FC1(CC2(C1)C[C@@H](N(CC2)CC2=C1C=CNC1=C(C=C2OC)C)C2=C(C=C(C(=O)O)C=C2)NC2CC(C2)(F)F)F 4-[(6R)-2,2-difluoro-7-[(5-methoxy-7-methyl-1H-indol-4-yl)methyl]-7-azaspiro[3.5]nonan-6-yl]-3-[(3,3-difluorocyclobutyl)amino]benzoic acid